FC(S(=O)(=O)[O-])(F)F.C[N+](C1=NC=C(C=C1)C(=O)OC1=C(C(=CC(=C1F)F)F)F)(C)C N,N,N-Trimethyl-5-((2,3,5,6-tetrafluorophenoxy)carbonyl)-pyridin-2-aminium trifluoromethansulfonat